N[C@H](C(=O)OC)CC1=CC=CC=C1 (S)-methyl 2-amino-3-phenylpropionate